glucosyl-(1→3)-[glucosyl-(1→2)]-glucose C1([C@H](O)[C@@H](O)[C@H](O)[C@H](O1)CO)O[C@H]([C@H](C=O)OC1[C@H](O)[C@@H](O)[C@H](O)[C@H](O1)CO)[C@H](O)[C@H](O)CO